tert-Butyl N-{4-[(3-nitro-6-{5-[(pyridin-3-ylmethyl)carbamoyl]-1H-pyrrolo[2,3-b]pyridin-3-yl}quinolin-4-yl)amino]cyclohexyl}carbamate [N+](=O)([O-])C=1C=NC2=CC=C(C=C2C1NC1CCC(CC1)NC(OC(C)(C)C)=O)C1=CNC2=NC=C(C=C21)C(NCC=2C=NC=CC2)=O